(l)-2-(3-chlorophenyl)-6-cyclopropyl-8-fluoroisoquinolin-1(2H)-one ClC=1C=C(C=CC1)N1C(C2=C(C=C(C=C2C=C1)C1CC1)F)=O